FC1=C(C=C(C=C1)F)C1=NN2C(=NC=3C=CC=CC3C2=N1)N[C@H]1C(NCCCC1)=O (3R)-3-{[2-(2,5-difluorophenyl)[1,2,4]triazolo[1,5-c]quinazolin-5-yl]amino}azepan-2-one